Methylpivalate CCC(C(=O)[O-])(C)C